[Cr]1OCCC2=CC=CC=C12 chromaisochroman